1-(2-aminophenyl)ethylamine NC1=C(C=CC=C1)C(C)N